tert-butyl (R)-3-(hydrazinecarbonyl)morpholine-4-carboxylate N(N)C(=O)[C@@H]1N(CCOC1)C(=O)OC(C)(C)C